1-(2-chloro-3,4-bis((4-methoxybenzyl)oxy)benzoyl)pyrrolidine-3-carbohydrazide ClC1=C(C(=O)N2CC(CC2)C(=O)NN)C=CC(=C1OCC1=CC=C(C=C1)OC)OCC1=CC=C(C=C1)OC